9-(2-ethylhexyl)-3-{N,N-bis[2,2-bis(4-methoxyphenyl)vinyl]Amino}-9H-carbazole C(C)C(CN1C2=CC=CC=C2C=2C=C(C=CC12)N(C=C(C1=CC=C(C=C1)OC)C1=CC=C(C=C1)OC)C=C(C1=CC=C(C=C1)OC)C1=CC=C(C=C1)OC)CCCC